3,3-bis(4-hydroxyphenyl)-7-(trifluoromethyl)indolin-2-one OC1=CC=C(C=C1)C1(C(NC2=C(C=CC=C12)C(F)(F)F)=O)C1=CC=C(C=C1)O